N=1N(N=CC1)C1=C(C=C(C=N1)NC(C1=C(C=C(C(=C1)C#C)C1=NC=C(C=C1N)F)Cl)=O)C(F)(F)F N-(6-(2H-1,2,3-triazol-2-yl)-5-(trifluoromethyl)pyridin-3-yl)-4-(3-amino-5-fluoropyridine-2-yl)-2-chloro-5-ethynylbenzamide